N-(4-hydroxy-2-methylbutan-2-yl)-2-methyl-5-((2-(trifluoromethyl)pyridin-3-yl)methoxy)benzofuran-3-carboxamide OCCC(C)(C)NC(=O)C1=C(OC2=C1C=C(C=C2)OCC=2C(=NC=CC2)C(F)(F)F)C